FC1=CC=C(C=C1)C(=O)C1=C(C2=C(S1)C=C(C=C2)O)OC2=CC=C(C=C2)NC2CN(C2)CCCF (4-fluorophenyl)(3-(4-((1-(3-fluoropropyl)azetidin-3-yl)amino)phenoxy)-6-hydroxybenzo[b]thiophen-2-yl)methanone